dicyclohexyl-[2,4,6-tris(prop-2-yl)phenyl]phosphane C1(CCCCC1)P(C1=C(C=C(C=C1C(C)C)C(C)C)C(C)C)C1CCCCC1